3-oxo-N-(phenylsulfonyl)butyramide O=C(CC(=O)NS(=O)(=O)C1=CC=CC=C1)C